8-Fluoro-2-phenylquinoline-7-carboxylic acid FC=1C(=CC=C2C=CC(=NC12)C1=CC=CC=C1)C(=O)O